5-cyano-2-methyl-3-bromopyridine C(#N)C=1C=C(C(=NC1)C)Br